NC1=CC=C(C(=N1)C(F)(F)F)C1=C2CCN(C(C2=CC(=C1)CCN(C)CC)=O)[C@@H](C)C1=NC=C(C#N)C(=C1)OCC (S)-6-(1-(5-(6-amino-2-(trifluoromethyl)pyridin-3-yl)-7-(2-(ethyl(methyl)amino)ethyl)-1-oxo-3,4-dihydroisoquinolin-2(1H)-yl)ethyl)-4-ethoxynicotinonitrile